Ethyl 2-(((S)-4-amino-5-((2S,4R)-2-((4-ethynylbenzyl)carbamoyl)-4-hydroxypyrrolidin-1-yl)-3,3-dimethyl-5-oxopentyl)oxy)acetate N[C@@H](C(CCOCC(=O)OCC)(C)C)C(=O)N1[C@@H](C[C@H](C1)O)C(NCC1=CC=C(C=C1)C#C)=O